NC1=CC=C(C=C1)C1=CC(=CC(=C1)OCC1=CC=CC=C1)C(=O)O 4'-amino-5-(benzyloxy)-[1,1'-biphenyl]-3-carboxylic acid